(E)-(8-(4-amino-2-(methoxymethyl)-1-methyl-6-(methylthio)-1H-benzo[d]imidazol-5-yl)-1-(2-ethoxyvinyl)indolizin-3-yl)(3,4,5-trifluorophenyl)methanone NC1=C(C(=CC=2N(C(=NC21)COC)C)SC)C2=CC=CN1C(=CC(=C21)\C=C\OCC)C(=O)C2=CC(=C(C(=C2)F)F)F